tert-butyl (3R)-3-[4-[3-cyano-4-(trifluoromethylsulfonyloxy)pyrazolo[1,5-a]pyridin-6-yl]-5-methyl-pyrazol-1-yl]pyrrolidine-1-carboxylate C(#N)C=1C=NN2C1C(=CC(=C2)C=2C=NN(C2C)[C@H]2CN(CC2)C(=O)OC(C)(C)C)OS(=O)(=O)C(F)(F)F